C(C)(C)(C)C1=C(C=CC=C1)F 1-(tert-Butyl)-2-fluorobenzene